6-chloro-8-(2-fluoro-6-methoxyphenyl)-9-isopropyl-9H-purine ClC1=C2N=C(N(C2=NC=N1)C(C)C)C1=C(C=CC=C1OC)F